C(C)(C)(C)C1=C(C(=C(C(=C1)C)CN1C(N(C(N(C1=O)CC1=C(C(=C(C=C1C)C(C)(C)C)O)C)=O)CC1=C(C(=C(C=C1C)C(C)(C)C)O)C)=O)C)O 1,3,5-tris[[4-tert-butyl-3-hydroxy-2,6-xylyl]methyl]-1,3,5-triazine-2,4,6(1H,3H,5H)-trione